6-Methoxy-1-(4-(morpholinylmethyl)phenyl)-1,4-dihydrothiochromeno[4,3-c]pyrazole-3-carboxylic acid 5,5-Dioxide COC1=CC=CC2=C1S(CC1=C2N(N=C1C(=O)O)C1=CC=C(C=C1)CN1CCOCC1)(=O)=O